(3aR,5s,6aS)-N-[6-(2-chloro-3-fluoro-phenyl)pyridazin-3-yl]-2-(tetrahydropyran-4-ylmethyl)-3,3a,4,5,6,6a-hexahydro-1H-cyclopenta[c]pyrrol-5-amine ClC1=C(C=CC=C1F)C1=CC=C(N=N1)NC1C[C@@H]2[C@@H](CN(C2)CC2CCOCC2)C1